methyl 5-bromo-3-(2-(2-ethoxy-2-oxoethyl) phenoxy)-2,3-dihydrospiro[indene-1,4'-piperidine]-1'-carboxylate BrC=1C=C2C(CC3(CCN(CC3)C(=O)OC)C2=CC1)OC1=C(C=CC=C1)CC(=O)OCC